4,6-dimethyl-N-(6-silaspiro[5.5]undecan-3-yl)-1H-indole-2-carboxamide CC1=C2C=C(NC2=CC(=C1)C)C(=O)NC1CC[Si]2(CC1)CCCCC2